C(C)(C)C1=C(C(=CC(=C1)C(C)C)C(C)C)P(C1=C(C=C(C=C1C(C)C)C(C)C)C(C)C)Cl bis-(2,4,6-triisopropylphenyl)-phosphorus chloride